6-Chloro-3-((1-(2-((1R,5S,6r)-6-(hydroxymethyl)-3-azabicyclo[3.1.0]hexan-3-yl)-3,6-dimethyl-4-oxo-3,4-dihydroquinazolin-8-yl)ethyl)amino)picolinic acid ClC1=CC=C(C(=N1)C(=O)O)NC(C)C=1C=C(C=C2C(N(C(=NC12)N1C[C@H]2C([C@H]2C1)CO)C)=O)C